5-(4-bromo-2-methylbenzyl)-3-{3-methyl-6-[3-(trifluoromethyl)phenoxy]-1,2,4-triazin-5-yl}-5,6-dihydro-4H-1,2,4-oxadiazine BrC1=CC(=C(CC2NC(=NOC2)C=2N=C(N=NC2OC2=CC(=CC=C2)C(F)(F)F)C)C=C1)C